N1N=CC(=C1)C1OCCC(C1)C=1N=C(C=2N(C(C(=C(N2)C)C)=O)C1)C1=C(C=C(C=C1)Cl)F 7-(2-(1H-pyrazol-4-yl)tetrahydro-2H-pyran-4-yl)-9-(4-chloro-2-fluorophenyl)-2,3-dimethyl-4H-pyrazino[1,2-a]pyrimidin-4-one